C(CCCCCCCCCCC)NCCCN N'-n-dodecyl-1,3-diaminopropane